pyrrolo[3,4-F]isoindole-1,3,5,7(2h,6h)-tetraone C1(NC(C=2C1=CC=1C(NC(C1C2)=O)=O)=O)=O